COC=1C=C2CCN(CC2=CC1)C(=O)[C@H]1N(CCC1)C(=O)OC(C)(C)C tert-butyl (S)-2-[(6-methoxy-1,2,3,4-tetrahydro-2-isoquinolyl)carbonyl]-1-pyrrolidinecarboxylate